6-((thiazol-2-ylmethyl)amino)-7-(4-(trifluoromethyl)phenyl)-3,4-dihydroisoquinoline S1C(=NC=C1)CNC=1C=C2CCN=CC2=CC1C1=CC=C(C=C1)C(F)(F)F